NCN1C(C2=CC=C(C=C2C=N1)C=1C=NN(C1C1=CC=CC2=NON=C21)C)=O (aminomethyl)-6-(5-(benzo[c][1,2,5]oxadiazol-4-yl)-1-methyl-1H-pyrazol-4-yl)phthalazin-1(2H)-one